Cl.N1CC(C1)CN1CC(C1)F 1-(azetidin-3-ylmethyl)-3-fluoro-azetidine hydrochloride